(E)-1-(((3,7-dimethylocta-2,6-dien-1-yl)oxy)methyl)-4-(trifluoromethyl)benzene C\C(=C/COCC1=CC=C(C=C1)C(F)(F)F)\CCC=C(C)C